Ethyl(5-carboxybenzoxazol-2-yl)acetate C(C)OC(CC=1OC2=C(N1)C=C(C=C2)C(=O)O)=O